indenoindan C1CCC2=CC=C3C(=C12)CC=1C=CC=CC13